ClC=1C=C2C(=NN1)NC[C@@]1(N2C[C@H](C1)O)CF (6aR,8S)-2-chloro-6a-(fluoromethyl)-5,6,6a,7,8,9-hexahydropyrrolo[1',2':4,5]-pyrazino[2,3-c]pyridazin-8-ol